C1(CCCC1)N(C1(CC1)CN1C2=C(C(C3=CC(=CC=C13)F)=O)C1=CC3=C(C(N1C2)=O)COC([C@]3(O)CC)=O)C (S)-11-((1-(cyclopentyl(methyl)amino)cyclopropyl)methyl)-4-ethyl-8-fluoro-4-hydroxy-1H-pyrano[3',4':6,7]indolizino[2,1-b]quinoline-3,6,14(4H,11H,12H)-trione